FC1=C(C(=CC(=C1)OC)F)C1C(N(N=C1)C1=CC=CC=C1)=O (2,6-difluoro-4-methoxyphenyl)-2-phenyl-2,4-dihydro-3H-pyrazol-3-one